COC(=O)C1=C(C2=C(C3=NC=C(C=C3N2)Br)S1)CC 6-bromo-3-ethyl-4H-thieno[2',3':4,5]pyrrolo[3,2-b]pyridine-2-carboxylic acid methyl ester